benzyl (3S)-4-[[(3R)-1-tert-butoxycarbonylpyrrolidin-3-yl] methyl]-3-methyl-piperazine-1-carboxylate C(C)(C)(C)OC(=O)N1C[C@H](CC1)CN1[C@H](CN(CC1)C(=O)OCC1=CC=CC=C1)C